BrC=1C=C(C=CC1Br)NC(=O)N1[C@H]2CC[C@@H]1CC=1N=CN=CC12 (5S,8R)-N-(3,4-dibromophenyl)-6,7,8,9-tetrahydro-5H-5,8-epiminocyclohepta[d]pyrimidine-10-carboxamide